C[C@@H]1N(C[C@H](NC1)C)C1=CC(=NC2=C(N=CC=C12)C1=CC=NN1C1OCCCC1)N1CCOCC1 4-[(trans)-2,5-dimethylpiperazin-1-yl]-2-(morpholin-4-yl)-8-[1-(tetrahydro-2H-pyran-2-yl)-1H-pyrazol-5-yl]-1,7-naphthyridine